ClC=1C=C(C=C(C1F)Cl)C1(CC(=NO1)C1=CC(=C(C(=O)N(C2=NN(C(=N2)SC)C)C)C=C1)C)C(F)(F)F 4-(5-(3,5-dichloro-4-fluorophenyl)-5-(trifluoromethyl)-4,5-dihydroisoxazol-3-yl)-N,2-dimethyl-N-(1-methyl-5-(methylthio)-1H-1,2,4-triazol-3-yl)benzamide